3-(methoxy-d3)-N-methylbenzamide C(OC=1C=C(C(=O)NC)C=CC1)([2H])([2H])[2H]